ClC1=CC=C(C[C@@H]2N(C[C@@H](CC2)S(=O)(=O)C)C2CCC(CC2)C=2OC(=CN2)C)C=C1 2-(4-((2R,5R)-2-(4-Chlorobenzyl)-5-(methylsulfonyl)piperidin-1-yl)cyclohexyl)-5-methyloxazol